C(C=C)[C@@H]/1N(C\C1=N/N1[C@@H](CCC1)COC)C(=O)OC(C)(C)C tert-Butyl (s,E)-2-allyl-3-(((S)-2-(methoxymethyl)pyrrolidin-1-yl)imino)azetidine-1-carboxylate